C(CCC(=O)O)(=O)O.FC1=C(C(=O)NC2=NC(=CC=C2)C(=O)C2CCN(CC2)C)C(=CC(=C1)F)F.FC1=C(C(=O)NC2=NC(=CC=C2)C(=O)C2CCN(CC2)C)C(=CC(=C1)F)F 2,4,6-trifluoro-N-[6-(1-methylpiperidine-4-carbonyl)pyridine-2-yl]benzamide hemisuccinate salt